(((3S,5S,6R)-6-fluoro-5-methyl-1-oxaspiro[2.5]octan-5-yl)methyl)-1H-benzo[d]imidazole-6-carbonitrile F[C@H]1[C@](C[C@]2(CO2)CC1)(C)CN1C=NC2=C1C=C(C=C2)C#N